CCC(C)C1=C(C2=C(C3=C(C[C@@H]([C@H](C3=O)O[C@H]4C[C@H]([C@@H]([C@H](O4)C)O)O[C@H]5C[C@H]([C@H]([C@H](O5)C)OC(=O)C)O[C@H]6C[C@H]([C@@H]([C@H](O6)C)O)O[C@H]7C[C@H]([C@@H]([C@H](O7)C)O)O)C(C(=O)C(C(C)O)O)OC)C=C2C=C1O[C@H]8C[C@H]([C@@H]([C@H](O8)C)O)O[C@H]9C[C@H]([C@@H]([C@H](O9)C)O)O)O)O The molecule is an aureolic acid that consists of tetrasaccharide and disaccharide moieties attached to the tricyclic aglycone. Isolated from Actinoplanes durhamensis, it exhibits anti-HIV activity. It has a role as a metabolite and an anti-HIV agent. It is a carbotricyclic compound, a dideoxyhexose derivative, a carbohydrate-containing antibiotic, an aureolic acid and an acetate ester.